ON1N(NC2=C1C=CC=C2)Cl 1-hydroxy-benzotriazol-2-yl chloride